FC(C(=O)OCC)(C(C(=O)OCC)(F)F)F diethyl 2,2,3,3-tetrafluorosuccinate